2-methoxy-7-(2-pyrimidin-2-ylpyrimidin-5-yl)-6,8-dihydro-5H-1,7-naphthyridine COC1=NC=2CN(CCC2C=C1)C=1C=NC(=NC1)C1=NC=CC=N1